C(C)(C)(C)OC(=O)N[C@H](CCN1CCC(CC1)C(=O)OC)C1=CC=C(C=C1)C=1C=NC(=C(C1)F)O methyl (R)-1-(3-((tert-butoxycarbonyl)amino)-3-(4-(5-fluoro-6-hydroxypyridin-3-yl)phenyl)propyl)piperidine-4-carboxylate